N-(4-(4-(3-oxa-8-azabicyclo[3.2.1]octan-8-yl)-7H-pyrrolo[2,3-d]pyrimidin-6-yl)phenyl)-2-((R)-3-aminopiperidin-1-yl)pyrimidin-5-amine C12COCC(CC1)N2C=2C1=C(N=CN2)NC(=C1)C1=CC=C(C=C1)NC=1C=NC(=NC1)N1C[C@@H](CCC1)N